C(C)C1=NC2=CC=C(C=C2C(N1CC1CCN(CC1)C1=C(C=CC=C1)C=1N=NNN1)=O)N(C(=O)C=1SC=CC1)CCC N-[2-ethyl-4-oxo-3-[[1-[2-(2H-tetrazol-5-yl)phenyl]-4-piperidyl]methyl]quinazolin-6-yl]-N-propyl-thiophene-2-carboxamide